6-(4-(5'-(4-chloro-3-fluorophenyl)-5',6'-dihydrospiro[cyclobutane-1,7'-pyrrolo[2,3-b]pyrazine]-2'-carbonyl)-3,3-dimethylpiperazin-1-yl)-2,4-dimethylnicotinic acid ClC1=C(C=C(C=C1)N1CC2(C=3C1=NC=C(N3)C(=O)N3C(CN(CC3)C3=NC(=C(C(=O)O)C(=C3)C)C)(C)C)CCC2)F